2-[6-amino-5-[[(3S)-1-[4-[4-(4-piperidylmethyl)piperazin-1-yl]phenyl]-3-piperidyl]oxy]pyridazin-3-yl]phenol NC1=C(C=C(N=N1)C1=C(C=CC=C1)O)O[C@@H]1CN(CCC1)C1=CC=C(C=C1)N1CCN(CC1)CC1CCNCC1